FC1=C(C=CC(=C1F)OC)C1=CN=C2N1C=CN=C2NC2=CC(=C(C=C2)S(=O)(=NC)C)C 3-(2,3-difluoro-4-methoxy-phenyl)-N-[4-(N,S-dimethylsulfonimidoyl)-3-methyl-phenyl]imidazo[1,2-a]pyrazin-8-amine